C(C)(C)(C)OC(=O)N1[C@@H]([C@@H](CC1)N(CC)C1=NC(=NC2=C(C(=C(C=C12)C(F)(F)F)Br)F)OC[C@H]1N(C[C@@H](C1)OC)C)C tert-butyl-(2R,3R)-3-[[7-bromo-8-fluoro-2-[[(2S,4R)-4-methoxy-1-methyl-pyrrolidin-2-yl]methoxy]-6-(trifluoromethyl)quinazolin-4-yl]-ethyl-amino]-2-methyl-pyrrolidine-1-carboxylate